BrC[C@@](C#N)(C)Cl (S)-3-bromo-2-chloro-2-methylpropanenitrile